BrC1=CC=C(OC[C@@H]2COC[C@@](O2)(C=C)C)C=C1 (2s,6s)-6-((4-bromophenoxy)methyl)-2-methyl-2-vinyl-1,4-dioxane